5-Fluoro-6-methoxynicotinonitrile FC=1C(=NC=C(C#N)C1)OC